3-(1,3-dioxo-isoindolin-2-yl)propanal O=C1N(C(C2=CC=CC=C12)=O)CCC=O